C(C)(C)(C)OC(C(C#N)C1=NC(=NC=C1)Cl)=O (2-Chloropyrimidin-4-yl)-2-cyanoacetic acid tert-butyl ester